2-(4-(4-((2-(2,6-dioxopiperidin-3-yl)-6-fluoro-1-oxoisoindolin-5-yl)methyl)piperazin-1-yl)phenyl)-2H-indazole-7-carboxamide O=C1NC(CCC1N1C(C2=CC(=C(C=C2C1)CN1CCN(CC1)C1=CC=C(C=C1)N1N=C2C(=CC=CC2=C1)C(=O)N)F)=O)=O